3-(2-(diethylamino)-2-oxoethyl)-5-methoxy-1H-indole-1-carboxylic acid tert-butyl ester C(C)(C)(C)OC(=O)N1C=C(C2=CC(=CC=C12)OC)CC(=O)N(CC)CC